BrC=1C=NN(C1C1=CC=CC=C1)C1=CC=CC=C1 4-bromo-1,5-diphenyl-1H-pyrazole